6-((S)-2-(3-(3-methyl-[2,3'-bipyridin]-6'-yl)-1H-pyrazolo[3,4-b]pyridin-5-yl)-6,7,8,9-tetrahydro-5H-benzo[7]annulen-7-yl)-3-oxa-6-azabicyclo[3.1.1]heptane CC=1C(=NC=CC1)C=1C=NC(=CC1)C1=NNC2=NC=C(C=C21)C=2C=CC1=C(CC[C@H](CC1)N1C3COCC1C3)C2